FC(C(C)OC=1C(=NC=C(C1)C(=O)[O-])C=1C=NC=CC1)(F)F (1,1,1-trifluoropropan-2-yl)oxy-[2,3'-bipyridine]-5-carboxylate